ClC=1C=C(C=CC1Cl)NC1=C2C=C(NC2=C(C=C1)F)C(=O)O 4-((3,4-dichlorophenyl)amino)-7-fluoro-1H-indole-2-carboxylic acid